3,3,3-trifluoro-N-[[3-fluoro-4-[5-(trifluoromethyl)-1,2,4-oxadiazol-3-yl]phenyl]methyl]propane-1-sulfonamide FC(CCS(=O)(=O)NCC1=CC(=C(C=C1)C1=NOC(=N1)C(F)(F)F)F)(F)F